6,6'-(4-(dibenzo[b,d]furan-4-yl)-4'-(pyridin-3-yl)-[1,1'-biphenyl]-3,3'-diyl)bis(2,4-diphenyl-1,3,5-triazine) C1=CC=C(C=2OC3=C(C21)C=CC=C3)C3=C(C=C(C=C3)C3=CC(=C(C=C3)C=3C=NC=CC3)C3=NC(=NC(=N3)C3=CC=CC=C3)C3=CC=CC=C3)C3=NC(=NC(=N3)C3=CC=CC=C3)C3=CC=CC=C3